BrCC1=C(C=C(C=C1)C=1N(C=C(N1)C(F)(F)F)C)F 2-(4-(bromomethyl)-3-fluorophenyl)-1-methyl-4-(trifluoromethyl)-1H-imidazole